methyl 3-(3-(difluoromethoxy)phenyl)-1,5,6,7-tetrahydropyrano[3,2-c]pyrazole-6-carboxylate FC(OC=1C=C(C=CC1)C=1C2=C(NN1)CC(CO2)C(=O)OC)F